FC1(CN(C1)C1=NC(=NC=C1C(F)(F)F)N[C@@H]1CC[C@H](CC1)N(C(OCC1=CC=CC=C1)=O)C1=NC=C(C=C1)C=1C=NC(=NC1)OC)CO benzyl (trans-4-((4-(3-fluoro-3-(hydroxymethyl)azetidin-1-yl)-5-(trifluoromethyl)pyrimidin-2-yl)amino)cyclohexyl)(5-(2-methoxypyrimidin-5-yl)pyridin-2-yl)carbamate